6-(5-(azetidin-3-ylmethyl)-3-isopropyl-1H-indol-2-yl)-8-methoxy-[1,2,4]triazolo[1,5-a]pyridine N1CC(C1)CC=1C=C2C(=C(NC2=CC1)C=1C=C(C=2N(C1)N=CN2)OC)C(C)C